O1CC(C1)N1C[C@@H](CCC1)OC=1C=C2CN(C(C2=CC1)=O)C1C(NC(CC1)=O)=O 3-(5-(((R)-1-(oxetan-3-yl)piperidin-3-yl)oxy)-1-oxoisoindolin-2-yl)piperidine-2,6-dione